tert-butyl (2S,3S,4R)-2-((3-chloro-2,4-difluorophenyl) carbamoyl)-3,4-dihydroxypyrrolidine-1-carboxylate ClC=1C(=C(C=CC1F)NC(=O)[C@H]1N(C[C@H]([C@H]1O)O)C(=O)OC(C)(C)C)F